C(C)(C)(C)[Si](OCC1=CC=C(C=C1)N=C=O)(C)C tert-butyldimethyl-(4-isocyanatobenzyloxy)silane